1-(4-chloro-benzyl)-3-(4-((4,5-dimethyl-2-oxopiperazin-1-yl)methyl)phenyl)urea ClC1=CC=C(CNC(=O)NC2=CC=C(C=C2)CN2C(CN(C(C2)C)C)=O)C=C1